1-(7-((4,4-difluorocyclohexyl)oxy)-6-fluoro-3,4-dihydroisoquinolin-2(1H)-yl)prop-2-en-1-one FC1(CCC(CC1)OC1=C(C=C2CCN(CC2=C1)C(C=C)=O)F)F